OC1=C(C[PH2+]C2=CC=CC=C2)C=CC=C1 (2-hydroxybenzyl)phenylphosphonium